trans-N4-[5-fluoro-4-(3-phenylphenyl)pyrimidin-2-yl]cyclohexane-1,4-diamine FC=1C(=NC(=NC1)N[C@@H]1CC[C@H](CC1)N)C1=CC(=CC=C1)C1=CC=CC=C1